2-(4-(2-Ethyl-5-(6-methylpyridin-2-yl)pyrimidin-4-yl)piperidin-1-yl)-1-morpholinoethan-1-one C(C)C1=NC=C(C(=N1)C1CCN(CC1)CC(=O)N1CCOCC1)C1=NC(=CC=C1)C